2-[6-(4-Bromophenoxy)-2-(trifluoromethyl)-3-pyridyl]-1-(1,2,4-triazol-1-yl)propan-2-ol BrC1=CC=C(OC2=CC=C(C(=N2)C(F)(F)F)C(CN2N=CN=C2)(C)O)C=C1